Erucylisostearat C(CCCCCCCCCCC\C=C/CCCCCCCC)OC(CCCCCCCCCCCCCCC(C)C)=O